COC=1C=C2CCN(CC2=CC1OC)CC1=CC=C(C=C1)/C=C/C(=O)NO (E)-3-(4-((6,7-dimethoxy-3,4-dihydroisoquinolin-2(1H)-yl)methyl)phenyl)-N-hydroxyacrylamide